4-amino-N-((5-bromo-4-chloropyridin-2-yl)methyl)-N-cyclopropyl-7-fluoro-1-methyl-1H-pyrazolo[4,3-c]quinoline-8-carboxamide NC1=NC=2C=C(C(=CC2C2=C1C=NN2C)C(=O)N(C2CC2)CC2=NC=C(C(=C2)Cl)Br)F